(R)-2-(6-(4-(5-fluoro-2-(tetrahydro-2H-pyran-4-yl)phenyl)piperidin-1-yl)-2-azaspiro[3.4]octan-2-yl)-1,3,4-oxadiazole FC=1C=CC(=C(C1)C1CCN(CC1)[C@H]1CC2(CN(C2)C=2OC=NN2)CC1)C1CCOCC1